2-bromo-N-(1-ethyl-2-oxo-1,2-dihydrobenzo[cd]indol-6-yl)benzenesulfonamide BrC1=C(C=CC=C1)S(=O)(=O)NC=1C=2C3=C(C(N(C3=CC1)CC)=O)C=CC2